C[C@@H]1C[C@@H](N(CC1)CC(=O)N[C@@H](C)\C=C/S(=O)(=O)C)C1=CC=CC=C1 2-((2R,4S)-4-methyl-2-phenylpiperidin-1-yl)-N-((S,Z)-4-(methylsulfonyl)but-3-en-2-yl)acetamide